O=C1NC(CCC1N1C(C2=CC(=C(C=C2C1)N1CCN(CC1)C(=O)OC(C)(C)C)F)=O)=O tert-Butyl 4-[2-(2,6-dioxopiperidin-3-yl)-6-fluoro-1-oxo-2,3-dihydro-1H-isoindol-5-yl]piperazine-1-carboxylate